benzyl piperidine-4-carboxylate N1CCC(CC1)C(=O)OCC1=CC=CC=C1